para-acetamidobenzenesulfonyl chloride C(C)(=O)NC1=CC=C(C=C1)S(=O)(=O)Cl